FC1=CC=C(C=C1)C1=C([N+](=C(C2=CC=CC=C12)C)[O-])C(=C)C 4-(4-fluorophenyl)-1-methyl-3-(prop-1-en-2-yl)isoquinoline 2-oxide